ClC1=CC=C(C(=N1)C(=O)O)NC(C)C=1C=C(C=C2C(N3C(=NC12)N1C(CC3)CCCC1)=O)C 6-chloro-3-((1-(10-methyl-8-oxo-2,3,4,4a,5,6-hexahydro-1H,8H-pyrido[1',2':3,4]pyrimido[2,1-b]quinazolin-12-yl)ethyl)amino)picolinic acid